(1S,3R,5R,7R)-1-Ethyl-3,5,7-trimethyl-2,8-dioxabicyclo[3.2.1]octane C(C)[C@@]12O[C@@H](C[C@@](C[C@H]1C)(O2)C)C